CC1(CC(NC1)C(=O)N)C 4,4-dimethylpyrrolidine-2-carboxamide